Cl.ClC=1C=C(C=CC1Cl)[C@]12CNC[C@@H]2C1 (1S,5R)-1-(3,4-dichlorophenyl)-3-azabicyclo[3.1.0]hexane hydrochloride